propyl-triethoxysilan C(CC)[Si](OCC)(OCC)OCC